(3S)-N-cyclobutyl-3-({1-cyclopentyl-5-[2-(trifluoromethyl)phenyl]-1H-pyrazol-3-yl}formamido)-5-(3,3-difluoropiperidin-1-yl)pentanamide C1(CCC1)NC(C[C@H](CCN1CC(CCC1)(F)F)NC(=O)C1=NN(C(=C1)C1=C(C=CC=C1)C(F)(F)F)C1CCCC1)=O